(R)-4-((2-cyanophenyl)thio)-6-(1-(1-(2-methoxypropanoyl)piperidin-4-yl)-1H-pyrazol-4-yl)pyrazolo[1,5-a]pyridine-3-carbonitrile C(#N)C1=C(C=CC=C1)SC=1C=2N(C=C(C1)C=1C=NN(C1)C1CCN(CC1)C([C@@H](C)OC)=O)N=CC2C#N